OC(CN1C[C@@H](CCC1)NC1=CC=C(N=N1)C1=C(C=C(C=C1C)C(F)(F)F)O)C 2-(6-(((3R)-1-(2-hydroxypropyl)piperidin-3-yl)amino)pyridazin-3-yl)-3-methyl-5-(trifluoromethyl)phenol